4'-bromo-4-chlorobiphenyl BrC1=CC=C(C=C1)C1=CC=C(C=C1)Cl